C(C)(=O)OCCCC(=O)SC[C@@H](C(=O)OC(C)(C)C)NC(CCNC(=O)[C@@H]1OC(OCC1(C)C)(C)C)=O tert-butyl (2R)-3-[[4-(acetyloxy)butanoyl]sulfanyl]-(3-[[(4R)-2,2,5,5-tetramethyl-1,3-dioxan-4-yl]formamido]-propanamido)propanoate